C(C)(C)(C)OC(NC=1C=NC(=CC1)N1N=C(C(=C1)C1=C(C(=C(C=C1)OCC1=CC=CC=C1)F)F)C)=O (6-(4-(4-(benzyloxy)-2,3-difluorophenyl)-3-methyl-1H-pyrazol-1-yl)pyridin-3-yl)carbamic acid tert-butyl ester